trimethoxy-dimethylaminosilane CO[Si](N(C)C)(OC)OC